1-{4-[1-ethyl-7-((R)-1-quinolin-3-yl-ethylamino)-1H-pyrazolo[4,3-d]pyrimidin-5-yl]-piperazin-1-yl}-ethanone C(C)N1N=CC=2N=C(N=C(C21)N[C@H](C)C=2C=NC1=CC=CC=C1C2)N2CCN(CC2)C(C)=O